CC(C)(CC(C)C)N 2,4-dimethyl-pentan-2-amine